N1CC(CCC(C1)O)O azepane-3,6-diol